O1C(=NC=C1)CN1C=NC2=C1C=C(C=C2)C(=O)O 1-(oxazol-2-ylmethyl)-1H-benzo[d]imidazole-6-carboxylic acid